(+/-)-N-{4-[(3-chloro-1-{[2-(trimethylsilyl)ethoxy]methyl}-1H-pyrrolo[2,3-b]pyridin-4-yl)oxy]-3,5-difluorophenyl}-N'-[3-hydroxy-2-(hydroxymethyl)propyl]thiourea ClC1=CN(C2=NC=CC(=C21)OC2=C(C=C(C=C2F)NC(=S)NCC(CO)CO)F)COCC[Si](C)(C)C